FC1=C(C=CC(=C1)F)N1N=C(C(C1(C(=O)NCCCN1CCOCC1)C)C=1SC=CC1)C1=CC=C(C=C1)F 1-(2,4-difluorophenyl)-3-(4-fluorophenyl)-5-methyl-N-(3-morpholinopropyl)-4-(thiophen-2-yl)-4,5-dihydro-1H-pyrazole-5-carboxamide